2-[1-(3,5-Di-Tert-Butyl-4-Hydroxy-Phenyl)-Ethylidene]-Malononitrile C(C)(C)(C)C=1C=C(C=C(C1O)C(C)(C)C)C(C)=C(C#N)C#N